NC1=C(C=C(C=N1)C1=CC=C(C(=O)N2CCN(CC2)C(C)=O)C=C1)OCC1=C(C=C(C=C1)Cl)Cl 1-(4-{4-[6-amino-5-(2,4-dichloro-benzyloxy)-pyridin-3-yl]-benzoyl}-piperazin-1-yl)-ethanone